FC1=C2C=C(NC2=CC(=C1F)F)C(=O)O 4,5,6-trifluoro-1H-indole-2-carboxylic acid